O[C@H]1C[C@H]2C[C@@H]([C@H]3[C@@H]4CC[C@H]([C@@H](CCC(=O)[O-])C)[C@]4(CC[C@@H]3[C@]2(CC1)C)C)NS(=O)(=O)C 3a-hydroxy-7b-(methanesulfonamido)-5b-cholanoate